methyl 3-((2-methoxy-1-(4-methoxyphenyl)-2-oxoethyl) amino)-3-oxopropionate COC(C(C1=CC=C(C=C1)OC)NC(CC(=O)OC)=O)=O